FC(C1=C(C=CC(=C1)C(F)(F)F)COC1CNC1)(F)F 3-[[2,4-bis(Trifluoromethyl)phenyl]methoxy]azetidine